dibenzoyl-L-tartarate C(C1=CC=CC=C1)(=O)[C@]([C@](C(=O)[O-])(O)C(C1=CC=CC=C1)=O)(O)C(=O)[O-]